2,4,6-triphenyl-pyridine C1(=CC=CC=C1)C1=NC(=CC(=C1)C1=CC=CC=C1)C1=CC=CC=C1